COC(=O)C1=CC2=C(N=C(S2)N)C(=C1)Cl.CC1N(C(C2=CC=CC=C12)=O)CC1=CC=C(C=C1)NC(C)=O N-(4-((1-methyl-3-oxoisoindolin-2-yl)methyl)phenyl)acetamide Methyl-2-amino-4-chlorobenzo[d]thiazole-6-carboxylate